FC1=NC=C(C=C1)C1=CC(=CC=C1)[N+](=O)[O-] 2-fluoro-5-(3-nitrophenyl)pyridine